(10-bromodecyl)-triphenylphosphonium bromide [Br-].BrCCCCCCCCCC[P+](C1=CC=CC=C1)(C1=CC=CC=C1)C1=CC=CC=C1